FC=1C(=NC=CC1)CN1C(=NC2=C1C=CC=C2)C2=NON=C2C 3-[1-[(3-fluoropyridin-2-yl)methyl]benzimidazol-2-yl]-4-methyl-1,2,5-oxadiazole